5-(3-(4-methyl-5-oxo-4,6-diazaspiro[2.4]Heptane-6-yl)piperidin-1-yl)pyrazine-2-carboxamide CN1C2(CC2)CN(C1=O)C1CN(CCC1)C=1N=CC(=NC1)C(=O)N